4,5-dichloro-2-(piperidin-3-yl)phenol ClC1=CC(=C(C=C1Cl)O)C1CNCCC1